(E)-3-((2-((3,5-dimethylphenyl)amino)-2-oxoethoxy)imino)-5-iodo-4,4-dimethylpentanoic acid ethyl ester C(C)OC(C\C(\C(CI)(C)C)=N/OCC(=O)NC1=CC(=CC(=C1)C)C)=O